diethyl-(1-(4-methoxyphenyl)ethoxy)(4-ethoxystyryl)silane C(C)[Si](C=CC1=CC=C(C=C1)OCC)(OC(C)C1=CC=C(C=C1)OC)CC